C1(=CC(=CC=C1)C(CNC1=CC=CC=C1)C)C(CNC1=CC=CC=C1)C 4'-[1,3-phenylenebis(1-methylethylene)]dianiline